C1(=CC=CC=C1)S(=O)(=O)[C@]12CCN([C@@H]2CCC2=C1C=CC(=C2)OCC2=C(C=CC=C2Cl)Cl)C(=O)C2CCS(CC2)(=O)=O 4-[(3aR,9bR)-9b-(benzenesulfonyl)-7-[(2,6-dichlorophenyl)methoxy]-1H,2H,3H,3aH,4H,5H,9bH-benzo[e]indole-3-carbonyl]-1λ6-thiane-1,1-dione